N-[(4S)-chroman-4-yl]-8-(3,5-dichlorophenyl)-4-morpholino-1,7-naphthyridine-3-carboxamide O1CC[C@@H](C2=CC=CC=C12)NC(=O)C=1C=NC2=C(N=CC=C2C1N1CCOCC1)C1=CC(=CC(=C1)Cl)Cl